ClC1=NC2=CC(=CC=C2C(=C1)C1=C(C=C(C=C1)F)C)O[C@@H](C(=O)N1CCCCC1)C (3S)-1-[(2R)-2-[[2-Chloro-4-(4-fluoro-2-methyl-phenyl)-7-quinolyl]oxy]propanoyl]piperidin